ethyl 2-((2S,3R)-3-((tert-butyldimethylsilyl) oxy)-2-(cyclopentyloxy)-3-(4-(difluoromethyl)-3-methoxyphenyl) propyl)-6-methoxybenzo[d]thiazole-4-carboxylate [Si](C)(C)(C(C)(C)C)O[C@@H]([C@H](CC=1SC=2C(N1)=C(C=C(C2)OC)C(=O)OCC)OC2CCCC2)C2=CC(=C(C=C2)C(F)F)OC